acetic acid 1-(4-(azetidin-3-yl)-3-fluorobenzyl)-3-methylazetidin-3-yl ester N1CC(C1)C1=C(C=C(CN2CC(C2)(C)OC(C)=O)C=C1)F